diazolane N1NCCC1